[5-(cyclopropylmethoxy)-2-pyridyl]methanol C1(CC1)COC=1C=CC(=NC1)CO